(2R,4S)-N-((S)-1-((5-chloro-2-hydroxy-3-methylbenzyl)amino)-1-oxopropan-2-yl)-4-(3-methylbenzyl)pyrrolidine-2-carboxamide hydrochloride Cl.ClC=1C=C(C(=C(CNC([C@H](C)NC(=O)[C@@H]2NC[C@H](C2)CC2=CC(=CC=C2)C)=O)C1)O)C